C(C=C)(=O)N1C(OCC1)=O Acryloyl-oxazolidinone